(2R,3S,5R)-3-(3,4-difluoro-2-methoxyphenyl)-5-methyl-5-(trifluoromethyl)tetrahydrothiophene-2-carboxylic acid FC=1C(=C(C=CC1F)[C@H]1[C@@H](S[C@](C1)(C(F)(F)F)C)C(=O)O)OC